NC1(CN(C1)C1=NC=CC(=C1F)OC1=C(C=C(C=C1)N1N=CN(C1=O)CC1=C(C=CC=C1F)F)Cl)C 2-(4-((2-(3-amino-3-methylazetidin-1-yl)-3-fluoropyridin-4-yl)oxy)-3-chlorophenyl)-4-(2,6-difluorobenzyl)-2,4-dihydro-3H-1,2,4-triazol-3-one